C(C)OC(\C=C\CCCCCNCCCCCCCC(=O)OC)=O (E)-8-(7-methoxycarbonyl-heptylamino)-oct-2-enoic acid ethyl ester